ethyl-1-ethyl-3-methyl-1H-pyrazole-5-carboxamide C(C)C=1C(=NN(C1C(=O)N)CC)C